bis[2-(2,5-difluorophenyl)-5-trifluoromethylpyridine] iridium bis(hexafluorophosphate) salt F[P-](F)(F)(F)(F)F.F[P-](F)(F)(F)(F)F.[Ir+2].FC1=C(C=C(C=C1)F)C1=NC=C(C=C1)C(F)(F)F.FC1=C(C=C(C=C1)F)C1=NC=C(C=C1)C(F)(F)F